resorcinolNicotinamide C1(O)=C(C(O)=CC=C1)C1=CC=NC=C1C(=O)N